10,18-dihydroxyoctadecanoic acid OC(CCCCCCCCC(=O)O)CCCCCCCCO